BrC=1C=C(C2=CN(N=C2C1C)C(C(=O)NC=1SC=CN1)C1=C2N(C=N1)C1(CC1)CC2)C(F)F 2-[6-Bromo-4-(difluoromethyl)-7-methyl-indazol-2-yl]-2-spiro[6,7-dihydropyrrolo[1,2-c]imidazole-5,1'-cyclopropane]-1-yl-N-thiazol-2-yl-acetamide